1-benzothiazol-2-yl-7-chloro-1,3-dihydroquinazoline-2,4-dione S1C(=NC2=C1C=CC=C2)N2C(NC(C1=CC=C(C=C21)Cl)=O)=O